tert-butyl (4-methyl-3-(2,6-diazaspiro[3.4]octan-2-yl)pentyl)carbamate hydrochloride Cl.CC(C(CCNC(OC(C)(C)C)=O)N1CC2(C1)CNCC2)C